CN1N=C(N=C1)C1=CC=C(C=C1)C1=CC=C(C=C1)C=1N=NNC1C(=O)O 4-(4'-(1-methyl-1H-1,2,4-triazol-3-yl)-[1,1'-biphenyl]-4-yl)-1H-1,2,3-triazole-5-carboxylic acid